(S)-(1-((benzyloxy)carbonyl)-6-(4-(methoxycarbonyl)phenyl)-1,2,3,6-tetrahydropyridin-4-yl)boric acid C(C1=CC=CC=C1)OC(=O)N1CCC(=C[C@H]1C1=CC=C(C=C1)C(=O)OC)OB(O)O